(3-iodo-7-methoxyimidazo[1,2-a]pyridin-6-yl)propan-2-ol IC1=CN=C2N1C=C(C(=C2)OC)CC(C)O